2-amino-3-chloro-6-methoxy-1,4-naphthoquinone NC=1C(C2=CC=C(C=C2C(C1Cl)=O)OC)=O